BrC=1C=CC=C2C=C(C=C(C12)C1CC=2N=C(N=C(C2CO1)N1CC2CCC(C1)N2C(=O)OC(C)(C)C)SC)OCOC tert-butyl 3-(7-(8-bromo-3-(methoxymethoxy)naphthalen-1-yl)-2-(methylthio)-7,8-dihydro-5H-pyrano[4,3-d]pyrimidin-4-yl)-3,8-diazabicyclo[3.2.1]octane-8-carboxylate